BrC=1N=C2C(=C(C(N(C2=CC1)C)=O)C#N)N1CCC(CC1)OC1=CC=C(C=C1)OC(F)(F)F 6-Bromo-1-methyl-2-oxo-4-(4-(4-(trifluoromethoxy)phenoxy)piperidin-1-yl)-1,2-dihydro-1,5-naphthyridin-3-carbonitril